FC(SC1=NNC=C1)(F)F trifluoromethylthiopyrazole